(R)-1-(3-(5-Fluoropyridin-2-yl)-5-(hydroxymethyl)-1H-pyrazol-1-yl)propan-2-ol tert-butyl-N-[2-[2-[2-[2-[2-[2-(2-aminoethoxy)ethoxy]ethoxy]ethoxy]ethoxy]ethoxy]ethyl]-N-methyl-carbamate C(C)(C)(C)CN(C(=O)O[C@@H](CN1N=C(C=C1CO)C1=NC=C(C=C1)F)C)CCOCCOCCOCCOCCOCCOCCN